(2R)-N-(5-cyclopropylpyrimidin-2-yl)-1-[(3-methyl-2-pyridyl)methyl]piperidine-2-carboxamide C1(CC1)C=1C=NC(=NC1)NC(=O)[C@@H]1N(CCCC1)CC1=NC=CC=C1C